NC1=C(C2=C(N=C(N=C2)C)N1C(C)C=1C=NNC1)C(=O)N 6-amino-2-methyl-7-[1-(1H-pyrazol-4-yl)ethyl]pyrrolo[2,3-d]pyrimidine-5-carboxamide